C(C1=CC=CC=C1)NCCNCC1=CC=CC=C1 N,N'-dibenzylethane-1,2-diamine